2,2-dimethoxybenzonitrile COC1(C(C#N)C=CC=C1)OC